2-chloro-4-((4-(1-methyl-4-(trifluoromethyl)-1H-imidazol-2-yl)benzyl)oxy)quinazoline ClC1=NC2=CC=CC=C2C(=N1)OCC1=CC=C(C=C1)C=1N(C=C(N1)C(F)(F)F)C